C=1(O)C(=C(C(O)=CC1)C=CC(=O)O)C=CC(=O)O.C(C=C)(=O)O.C(C=C)(=O)O.OCC(CO)(CO)CO pentaerythritol diacrylate hydroquinonediacrylate